[2-methoxy-4-(trifluoromethyl)phenyl]boronic acid COC1=C(C=CC(=C1)C(F)(F)F)B(O)O